4,6-heptadecanediyn-3,8-diol CCC(C#CC#CC(CCCCCCCCC)O)O